N-(4-methoxyphenyl)-4-trifluoromethylquinolin-2-amine COC1=CC=C(C=C1)NC1=NC2=CC=CC=C2C(=C1)C(F)(F)F